3,3-bis(4-methoxyphenyl)-7-methoxy-11-phenyl-13-(2-hydroxycarbonylethyl)-carboxymethyl-13-methyl-3H,13H-indeno[2',3':3,4]-naphtho[1,2-b]pyran COC1=CC=C(C=C1)C1(C=C(C2=C(O1)C=1C=CC(=CC1C1=C2C(C2=CC(=CC=C21)C2=CC=CC=C2)(C)CCC(=O)O)OC)CC(=O)O)C2=CC=C(C=C2)OC